ClC1=C(C=C2CCOC3(CC(NC(C3)C=3C=NN(C3)CCS(=O)(=O)C)C)C2=C1)O 7-Chloro-2'-methyl-6'-(1-(2-(methylsulfonyl)ethyl)-1H-pyrazol-4-yl)spiro[isochroman-1,4'-piperidin]-6-ol